C(#N)C1=CC(=CC=2N=C(OC21)C=2C(=C(C=CC2)C2=C(C(=CC=C2)NC=2C1=C(N=C(N2)C(F)F)C=C(C=N1)CN1C[C@](CC1)(C)O)C)C)CN1CCCCC1 (R)-1-((7-Cyano-2-(3'-(2-(difluoromethyl)-7-((3-hydroxy-3-methylpyrrolidin-1-yl)methyl)pyrido[3,2-d]pyrimidin-4-ylamino)-2,2'-dimethylbiphenyl-3-yl)benzo[d]oxazol-5-yl)methyl)piperidin